Diaminopyrazolo[1,5-a]pyrimidine-6-carbonitrile NC=1C(=NN2C1N=CC(=C2)C#N)N